4-(5,6,7,8-tetrahydro-1,8-naphthyridin-2-yl)piperidine-1-carboxylic acid tert-butyl ester C(C)(C)(C)OC(=O)N1CCC(CC1)C1=NC=2NCCCC2C=C1